FC(CC=1C=CC(=NC1)C1=CC(=C2C=NC(=NN21)N[C@H]2[C@@H](CN(CC2)S(=O)(=O)C)O)F)F (3R,4R)-4-({7-[5-(2,2-difluoroethyl)pyridin-2-yl]-5-fluoropyrrolo[2,1-f][1,2,4]triazin-2-yl}amino)-1-methanesulfonylpiperidin-3-ol